2-piperazine-1-yl-5-trifluoromethylpyrimidine N1(CCNCC1)C1=NC=C(C=N1)C(F)(F)F